5-(furan-2-yl)-N-(3-morpholinopropyl)isoxazole-3-carboxamide O1C(=CC=C1)C1=CC(=NO1)C(=O)NCCCN1CCOCC1